[Si](C)(C)(C(C)(C)C)O[C@H](C(O)C1(CCN(CC1)C(=O)OC(C)(C)C)C(=O)OCC)C 1-tert-Butyl 4-ethyl 4-[(2S)-2-[(tert-butyldimethylsilyl)oxy]-1-hydroxypropyl]piperidine-1,4-dicarboxylate